BrC=1C=C(C=CC1)N1C(NC(CC1=O)=O)=O 1-(3-bromophenyl)pyrimidine-2,4,6(1H,3H,5H)-trione